FC(C)(F)C1=NC(=CC(=N1)NC1=CC(=NC=C1OC)NC(C)=O)C=1C=NC=C(C1)C N-(4-((2-(1,1-difluoroethyl)-6-(5-methylpyridin-3-yl)pyrimidin-4-yl)amino)-5-methoxypyridin-2-yl)acetamide